2-(2,4-Dioxotetrahydropyrimidin-1(2H)-yl)-5-(4-(piperazin-1-yl)piperidin-1-yl)isoindoline-1,3-dione O=C1N(CCC(N1)=O)N1C(C2=CC=C(C=C2C1=O)N1CCC(CC1)N1CCNCC1)=O